2-[4-(1,1-difluoro-2-methylpropyl)benzene-1-carbonyl]-8,8-dimethyl-7-oxo-2-azaspiro[3.5]non-5-ene-6-carbonitrile FC(C(C)C)(F)C1=CC=C(C=C1)C(=O)N1CC2(C1)C=C(C(C(C2)(C)C)=O)C#N